C(C)(C)(C)OC(=O)N1CC2=C(C=C(C(=C2C(C1)C)F)C(F)F)O 6-(difluoromethyl)-5-fluoro-8-hydroxy-4-methyl-3,4-dihydroisoquinoline-2(1H)-carboxylic acid tert-butyl ester